(R)-N2-(3,3-Difluoro-1-(oxetan-3-yl)piperidin-4-yl)-5-(2-methyl-3-(2,2,2-trifluoroethyl)-3H-imidazo[4,5-b]pyridin-5-yl)pyrrolo[2,1-f][1,2,4]triazine-2,4-diamine FC1(CN(CC[C@H]1NC1=NN2C(C(=N1)N)=C(C=C2)C2=CC=C1C(=N2)N(C(=N1)C)CC(F)(F)F)C1COC1)F